FC1=CC=CC=2N=C(OC21)C2=CC=C(C=C2)NC(=O)C2C1COCC21 N-[4-(7-Fluoro-1,3-benzoxazol-2-yl)phenyl]-3-oxabicyclo[3.1.0]hexan-6-carboxamid